N[C@@H](C(=O)OC)CNCC1=CC=CC=C1 methyl (R)-2-amino-3-(benzylamino)propanoate